F[C@H]1[C@H](N(C1)C(=O)OC(C)(C)C)CO tert-butyl (2R,3R)-3-fluoro-2-(hydroxymethyl)azetidine-1-carboxylate